C1(CCC12CCNCC2)NS(=O)(=O)C2=CC=C(C1=CC=CC=C21)NC(C2=C(C=CC=C2)C)=O N-(4-(N-(7-azaspiro[3.5]nonan-1-yl)sulfamoyl)naphthalen-1-yl)-2-methylbenzamide